C(C)C=1C=C(C(=C(CN(CCN(C)CC2=C(C(=CC(=C2)CC)CC)OCCCCCCCC)C)C1)OCCCCCCCC)CC N,N'-bis(5-ethyl-3-ethyl-2-octyloxybenzyl)-N,N'-dimethylethane-1,2-diamine